F[C@H]1CN(C[C@H]1NC1=NN2C(C(=N1)O)=C(C=C2)C=2C=NC=1N(C2)C=CN1)C(C)=O 1-((3S,4R)-3-fluoro-4-((4-hydroxy-5-(imidazo[1,2-a]pyrimidin-6-yl)pyrrolo[2,1-f][1,2,4]triazin-2-yl)amino)pyrrolidin-1-yl)ethan-1-one